tert-butyl [(1S)-1-(3-bromo-5-chloro-2-methoxy-4-methylphenyl)ethyl]carbamate BrC=1C(=C(C=C(C1C)Cl)[C@H](C)NC(OC(C)(C)C)=O)OC